(p-menthane-3-amid) acetate C(C)(=O)O.C1(CC(C(CC1)C(C)C)C(=O)N)C